ethyl 2-{[(tert-butoxy)carbonyl](methyl)amino}-5-{3-[(tert-butyldiphenylsilyl)oxy]-2,2-dimethylpropyl}-1,3-thiazole-4-carboxylate C(C)(C)(C)OC(=O)N(C=1SC(=C(N1)C(=O)OCC)CC(CO[Si](C1=CC=CC=C1)(C1=CC=CC=C1)C(C)(C)C)(C)C)C